C(#N)C1(C2CCN(CC12)C(=O)OC(C)(C)C)C1=NN(C=C1)C tert-butyl 7-cyano-7-(1-methyl-1H-pyrazol-3-yl)-3-azabicyclo[4.1.0]heptane-3-carboxylate